C(C)(C)C1=C(C(=CC=C1)C(C)C)N=C(CC(CC)=O)CC 5-(2,6-diisopropylphenylimino)-3-heptanone